C(C)(C)N1C(=NC=C1C1=NC(=NC=C1)NC1=C(C=C(C=C1)S(=O)(=O)Cl)C)C 4-[[4-(3-isopropyl-2-methyl-imidazol-4-yl)pyrimidin-2-yl]amino]-3-methyl-benzenesulfonyl chloride